3-(9-((4-(aminomethyl)phenyl)carbamoyl)-4,5-dihydrobenzo[b]thieno[2,3-d]oxepin-8-yl)-6-(sec-butylcarbamoyl)picolinic acid NCC1=CC=C(C=C1)NC(=O)C1=CC2=C(OCCC3=C2SC=C3)C=C1C=1C(=NC(=CC1)C(NC(C)CC)=O)C(=O)O